C(C)[C@@]1(C(N(C(N1)=O)C=1C=NC(=NC1)OC1=C2C(CCOC2=CC=C1)C)=O)C (5R)-5-ethyl-5-methyl-3-[2-(4-methylchroman-5-yl)oxypyrimidin-5-yl]imidazolidin-2,4-dione